NC[C@H]1CN(C(O1)=O)C1=CC=C(C=C1)N1C(COCC1)=O (S)-4-(4-(5-(aminomethyl)-2-oxooxazolidine-3-yl)phenyl)morpholine-3-one